2,6-diamino-4-methoxyphenol NC1=C(C(=CC(=C1)OC)N)O